FC1=CC=C(C=C1)C1=C(C=CC=C1)N1CCC(CC1)C1=NN=C(S1)N 5-(1-{4'-fluoro-[1,1'-biphenyl]-2-yl}piperidin-4-yl)-1,3,4-thiadiazol-2-amine